NC(C(=O)O)(C)S(=O)O 2-amino-2-sulfino-propionic acid